6-(4-(trifluoromethyl)cyclohex-1-en-1-yl)pyridin-3-ol FC(C1CC=C(CC1)C1=CC=C(C=N1)O)(F)F